3-(((R)-1-(6-((S)-4-((1H-Indol-3-yl)methyl)-2-oxooxaolidin-3-yl)-4-methylpyridin-2-yl)ethyl)amino)-6-chloropicolinic acid N1C=C(C2=CC=CC=C12)CC1[C@H](C(OC1)=O)C1=CC(=CC(=N1)[C@@H](C)NC=1C(=NC(=CC1)Cl)C(=O)O)C